1,1'-(methylenebis(4,1-phenylene))bis(3,3-dibutylurea) C(C1=CC=C(C=C1)NC(=O)N(CCCC)CCCC)C1=CC=C(C=C1)NC(=O)N(CCCC)CCCC